4-(4-Cyano-3-hydroxy-8-p-tolyl-quinolin-2-yl)-4-oxo-butyric acid ethyl ester C(C)OC(CCC(=O)C1=NC2=C(C=CC=C2C(=C1O)C#N)C1=CC=C(C=C1)C)=O